N[C@H]1CCC2=C(C=CC=C12)C1=NOC(=N1)C=1C=CC(=C(C#N)C1)OC(C)C (S)-5-(3-(1-amino-2,3-dihydro-1H-inden-4-yl)-1,2,4-oxadiazol-5-yl)-2-isopropoxy-benzonitrile